C(C)OCOC1=C(C=CC(=C1)C#C)C1=C(N=C(N=N1)N[C@H]1CN(CCC1)CC)C (R)-6-(2-(ethoxymethoxy)-4-ethynylphenyl)-N-(1-ethylpiperidin-3-yl)-5-methyl-1,2,4-triazin-3-amine